6-(2-((4-hydroxybicyclo[2.2.1]heptan-1-yl)amino)-4-methoxypyrrolo[2,1-f][1,2,4]triazin-5-yl)-N-methylimidazo[1,2-a]pyridine-3-carboxamide OC12CCC(CC1)(C2)NC2=NN1C(C(=N2)OC)=C(C=C1)C=1C=CC=2N(C1)C(=CN2)C(=O)NC